F[C@@H]1CN(CC1)[C@@H](C)C1=CC(=C2CN(C(C2=C1)=O)C1=CC(=CC=C1)[C@](C(C1=NN=CN1C)(F)F)(C)F)C(F)(F)F 6-((S)-1-((S)-3-fluoropyrrolidin-1-yl)ethyl)-2-(3-((S)-1,1,2-trifluoro-1-(4-methyl-4H-1,2,4-triazol-3-yl)propan-2-yl)phenyl)-4-(trifluoromethyl)isoindolin-1-one